FC=1C=C(CC=2C=NN(C2)C(=O)N[C@@H]2C(N(C3=C(OC2)C=CC(=C3)OCCCC(C)C)C)=O)C=CC1 (S)-4-(3-fluorobenzyl)-N-(5-methyl-7-((4-methylpentyl)oxy)-4-oxo-2,3,4,5-tetrahydrobenzo[b][1,4]-oxazepin-3-yl)-1H-pyrazole-1-carboxamide